N-(4-((pyridin-4-ylmethyl)amino)phenyl)decanamide N1=CC=C(C=C1)CNC1=CC=C(C=C1)NC(CCCCCCCCC)=O